NC1=CC=CC(=N1)C#C\C=C/1\C(N(CC1)C(=O)N(C)C)(C)C (3E)-3-[3-(6-aminopyridin-2-yl)prop-2-yn-1-ylidene]-N,N,2,2-tetramethylpyrrolidine-1-carboxamide